(1S,3S)-3-((6-(3-((((benzyloxy)carbonyl)amino)methyl)-5-chlorothiophen-2-yl)-2-methylpyridine-3-yl)oxy)cyclohexane-1-carboxylic acid methyl ester COC(=O)[C@@H]1C[C@H](CCC1)OC=1C(=NC(=CC1)C=1SC(=CC1CNC(=O)OCC1=CC=CC=C1)Cl)C